2-[tert-butyl (dimethyl) silyl]Oxyethylcarbamate [Si](C)(C)(C(C)(C)C)OCCNC([O-])=O